dimethyl-ethyl-amin CN(CC)C